(R)-1-(3,3,3-trifluoro-2-hydroxypropyl)pyrimidine-2,4(1H,3H)-dione FC([C@@H](CN1C(NC(C=C1)=O)=O)O)(F)F